3-((2-(4-fluorophenyl)-3-(2-methylpyridin-4-yl)-6,7-dihydropyrazolo[1,5-a]pyrazin-5(4H)-yl)methyl)isoxazole FC1=CC=C(C=C1)C1=NN2C(CN(CC2)CC2=NOC=C2)=C1C1=CC(=NC=C1)C